ClC=1C=C(C=CC1)[C@@H](CO)NC(=O)C1=CN(C=C1)C1=NC(=NC=C1F)NC1CCOCC1 (S)-N-(1-(3-chlorophenyl)-2-hydroxyethyl)-1-(5-fluoro-2-((tetrahydro-2H-pyran-4-yl)amino)pyrimidin-4-yl)-1H-pyrrole-3-carboxamide